tert-butyl (2S)-4-hydroxy-2-(hydroxymethyl)-4-(trifluoromethyl)pyrrolidine-1-carboxylate OC1(C[C@H](N(C1)C(=O)OC(C)(C)C)CO)C(F)(F)F